methyl (3S)-3-pyrrolidinylacetate hydrochloride Cl.N1C[C@@H](CC1)CC(=O)OC